(2-Acryloyloxyethyl)trimethylammonium C(C=C)(=O)OCC[N+](C)(C)C